C(C=C)(=O)NC=1C(=C(C(=O)NCC=2C(NC(=C3CCCCC23)C)=O)C=C(C1)C=1C=NC(=CC1)N1CCNCC1)C acrylamido-2-methyl-N-((1-methyl-3-oxo-2,3,5,6,7,8-hexahydroisoquinolin-4-yl)methyl)-5-(6-(piperazin-1-yl)pyridin-3-yl)benzamide